(R)-N-(4-(3-((5-methylpyrimidin-2-yl)amino)pyrrolidine-1-carbonyl)phenyl)acrylamide CC=1C=NC(=NC1)N[C@H]1CN(CC1)C(=O)C1=CC=C(C=C1)NC(C=C)=O